C1(CC1)C1=NC=CC(=C1)NC(=O)C1=C(C(=NN1C)C1=CC=CC=2N1C=CN2)C(F)(F)F N-(2-cyclopropylpyridin-4-yl)-3-(imidazo[1,2-a]pyridin-5-yl)-1-methyl-4-(trifluoromethyl)-1H-pyrazole-5-carboxamide